1-acryloyl-3-(4-(trifluoromethyl)styryl)azetidine-3-carbonitrile C(C=C)(=O)N1CC(C1)(C#N)C=CC1=CC=C(C=C1)C(F)(F)F